BrCC(=O)N(C1=CC=CC=C1)CC1=C(C=C(C=C1C=CC1=CC=C(C=C1)OC)OC)OC 2-bromo-N-(2,4-dimethoxy-6-(4-methoxystyryl)benzyl)-N-phenylacetamide